COC=1N(C=2C(=NC=CC2)N1)C(=O)NCCOC 2-Methoxy-N-(2-methoxyethyl)-1H-imidazo[4,5-b]pyridine-1-carboxamide